2,2-dilinoleyl-4-(2-dimethylaminoethyl)-[1,3]-dioxane C(CCCCCCC\C=C/C\C=C/CCCCC)C1(OCCC(O1)CCN(C)C)CCCCCCCC\C=C/C\C=C/CCCCC